1-(3-(4-amino-5-(7-methoxy-5-methylbenzothiophen-2-yl)-7H-pyrrolo[2,3-d]pyrimidin-7-yl)azetidin-1-yl)prop-2-en-1-one NC=1C2=C(N=CN1)N(C=C2C=2SC1=C(C2)C=C(C=C1OC)C)C1CN(C1)C(C=C)=O